6-Isobutyl-pyran-2,4-dion C(C(C)C)C1=CC(CC(O1)=O)=O